N-(4-(3,4-dihydro-2H-benzo[b][1,4]oxazin-3-yl)-3-fluorophenyl)acrylamide O1C2=C(NC(C1)C1=C(C=C(C=C1)NC(C=C)=O)F)C=CC=C2